FC(C=1C=NC(=NC1)N1CCNCC1)(C1=CC=C(C=C1)F)F 5-[difluoro(4-fluorophenyl)methyl]-2-piperazin-1-yl-pyrimidine